CN1C(=NC=2C1=NC=CC2)C=2C(=C(C=C(C2)C2=NC=1C(=NC=CC1)N2C)N2C1=CC=CC=C1N(C=1C=CC=CC21)C)N2C1=CC=CC=C1N(C=1C=CC=CC21)C 10,10'-(3,5-bis(3-methyl-3H-imidazo[4,5-b]pyridin-2-yl)-1,2-phenylene)bis(5-methyl-5,10-dihydrophenazine)